[1,2,4]triazolo[1,5-a]pyridin-8-carbonitrile N=1C=NN2C1C(=CC=C2)C#N